N-[4-(3-Cyanophenyl)-5-(2,6-dimethyl-4-pyridyl)thiazol-2-yl]-3-morpholino-pyrrolidin-1-carboxamid C(#N)C=1C=C(C=CC1)C=1N=C(SC1C1=CC(=NC(=C1)C)C)NC(=O)N1CC(CC1)N1CCOCC1